zirconium titanium aluminum lithium [Li].[Al].[Ti].[Zr]